8-(benzenesulfonylmethyl)-6-chloro-imidazo[1,2-b]pyridazine C1(=CC=CC=C1)S(=O)(=O)CC=1C=2N(N=C(C1)Cl)C=CN2